OCCC1CC2(CC1)CCN(CC2)C(=O)OC(C)(C)C tert-butyl 2-(2-hydroxyethyl)-8-azaspiro[4.5]decane-8-carboxylate